CSC(=C1C(OC(CC1=O)C1=NC=C(C=C1)Br)=O)SC 3-(bis(methylthio)methylene)-6-(5-bromopyridin-2-yl)dihydro-2H-pyran-2,4(3H)-dione